ClC1=CC=C2C(=CNC2=C1)S(=O)(=O)C=1C=CC(=C(C1)[N+]1(CCN(CC1)C(C(Cl)(Cl)Cl)=O)[O-])OC 1-(5-((6-chloro-1H-indol-3-yl)sulfonyl)-2-methoxyphenyl)-4-(2,2,2-trichloroacetyl)piperazine 1-oxide